BrC=1C(=NC2=CC=CC(=C2C1)Br)C(F)(F)F 3,5-dibromo-2-(trifluoromethyl)quinoline